[N+](=O)([O-])C1=CC=C(OCC2=CC=C(COCNC(CNC(OC(C)(C)C)=O)=O)C=C2)C=C1 tert-butyl (2-((((4-((4-nitrophenoxy)methyl)benzyl)oxy)methyl)amino)-2-oxoethyl)carbamate